(S)-o-chloromandelonitrile ClC1=C([C@@H](C#N)O)C=CC=C1